N-(4-(chlorodifluoromethoxy)phenyl)-1-(3-(hydroxymethyl)cyclobutyl)-7-(1H-pyrazol-5-yl)indoline-5-carboxamide ClC(OC1=CC=C(C=C1)NC(=O)C=1C=C2CCN(C2=C(C1)C1=CC=NN1)C1CC(C1)CO)(F)F